C(CCC)C1(C=2C=CSC2C=2SC=CC12)CCCC 7,7-dibutyl-3,11-dithiatricyclo[6.3.0.02,6]undeca-1(8),2(6),4,9-tetraene